N-(5-Cyano-4-(2-(dimethylamino)ethoxy)pyridin-2-yl)-2'-methoxy-4'-(5-methyl-1,2,4-oxadiazol-3-yl)-[1,1'-biphenyl]-4-carboxamid C(#N)C=1C(=CC(=NC1)NC(=O)C1=CC=C(C=C1)C1=C(C=C(C=C1)C1=NOC(=N1)C)OC)OCCN(C)C